ClC=1C=C(CNC(C(=O)NC2=CNC3=CC(=C(C=C23)F)F)=O)C=CC1OC N1-(3-chloro-4-methoxybenzyl)N2-(5,6-difluoro-1H-indol-3-yl)oxalamide